2,4,6-trivinylethylbenzene C(=C)CCC1=CC=C(C=C1C=C)C=C